N-(3-aminopropyl)cyclobutanecarboxamide hydrochloride salt Cl.NCCCNC(=O)C1CCC1